O1[C@H](COCC1)CN1N=C2C3=C(CC(C2=C1)C(F)(F)F)OC(=C3C)C(=O)O 2-{[(2S)-1,4-dioxan-2-yl]methyl}-8-methyl-4-(trifluoromethyl)-4,5-dihydro-2H-furo[2,3-g]indazole-7-carboxylic acid